(Methylenebis(5-(benzyloxy)-1H-indole-3,2-diyl))bis((5-nitrobenzofuran-2-yl)methanone) C(C1=C(NC2=CC=C(C=C12)OCC1=CC=CC=C1)C(=O)C=1OC2=C(C1)C=C(C=C2)[N+](=O)[O-])C2=C(NC1=CC=C(C=C21)OCC2=CC=CC=C2)C(=O)C=2OC1=C(C2)C=C(C=C1)[N+](=O)[O-]